C(C)(C)(C)OC(=O)N1CC(CCC1)OC=1C=C(C(=O)O)C=C(C1)C=1SC(=CN1)C 3-{[1-(tert-Butoxycarbonyl)piperidin-3-yl]oxy}-5-(5-methyl-1,3-thiazol-2-yl)benzoic acid